O=C1CC=C(O1)CC(=O)[O-] (4,5-dihydro-5-oxofuran-2-yl)-acetate